(2-bromoacetyl)-benzene-1-sulfonylfluoride BrCC(=O)C1=C(C=CC=C1)S(=O)(=O)F